4,4,5,5-tetramethyl-2-(5-oxaspiro[2.4]heptan-1-yl)-1,3,2-dioxaborolane CC1(OB(OC1(C)C)C1CC12COCC2)C